O=C1NC(CCC1N1C(N(C2=C1C=CC(=C2)C2CCN(CC2)CC(=O)NCCOC2=CC1=C(C(=C(C=C1C=C2)O)N2S(NC(C2)=O)(=O)=O)F)C(C)C)=O)=O 2-[4-[1-(2,6-dioxo-3-piperidyl)-3-isopropyl-2-oxo-benzimidazol-5-yl]-1-piperidyl]-N-[2-[[8-fluoro-6-hydroxy-7-(1,1,4-trioxo-1,2,5-thiadiazolidin-2-yl)-2-naphthyl]oxy]ethyl]acetamide